ClC1=C2CCN([C@@H](C2=C(C=C1)OC)CN1C(CC(C1)C(F)(F)F)=O)C(=O)OC(C)(C)C tert-butyl (1S)-5-chloro-8-methoxy-1-((2-oxo-4-(trifluoromethyl) pyrrolidin-1-yl) methyl)-3,4-dihydroisoquinoline-2(1H)-carboxylate